FC([C@@H]1CC[C@H](CC1)NC=1C(=NC=CC1)C1=NN=C(O1)[C@]1(C(NCC1)=O)C=C)(F)F (R)-3-(5-(3-((trans-4-(trifluoromethyl)cyclohexyl)amino)pyridin-2-yl)-1,3,4-oxadiazol-2-yl)-3-vinylpyrrolidin-2-one